methyl 2-{[cyclobutyl(phenyl)methyl]amino}-5-methoxy-1-methyl-6-oxo-1,6-dihydropyrimidine-4-carboxylate C1(CCC1)C(C1=CC=CC=C1)NC=1N(C(C(=C(N1)C(=O)OC)OC)=O)C